3-(2-hydroxyethoxy)-2-oxo-4-(pyrimidin-2-ylamino)-2H-pyran-6-carboxylic acid OCCOC=1C(OC(=CC1NC1=NC=CC=N1)C(=O)O)=O